titanium (IV) tetra(diethylamide) C(C)[N-]CC.C(C)[N-]CC.C(C)[N-]CC.C(C)[N-]CC.[Ti+4]